N1(N=CN=C1)C[C@H](C)OC1=C(C#N)C=CC(=C1)C=1C=NC(=NC1)NC=1C(=NN(C1)C1CCC(CC1)N1CCOCC1)OCCCOCCOC 2-(((S)-1-(1H-1,2,4-triazol-1-yl)propan-2-yl)oxy)-4-(2-((3-(3-(2-methoxyethoxy)propoxy)-1-((1r,4r)-4-morpholinocyclohexyl)-1H-pyrazol-4-yl)amino)pyrimidin-5-yl)benzonitrile